(R)-2-(3-(2,5-dichloropyrimidin-4-yl)-5-oxo-5,7-dihydro-6H-pyrrolo[3,4-b]pyridin-6-yl)-N-((S)-2-hydroxy-1-(3-methoxyphenyl)ethyl)propionamide ClC1=NC=C(C(=N1)C=1C=C2C(=NC1)CN(C2=O)[C@@H](C(=O)N[C@H](CO)C2=CC(=CC=C2)OC)C)Cl